2-(4-(4-fluorophenyl)-1-isopropyl-1H-imidazol-5-yl)-N-(5-(oxetan-3-yl)pyridin-2-yl)thiazole-4-carboxamide FC1=CC=C(C=C1)C=1N=CN(C1C=1SC=C(N1)C(=O)NC1=NC=C(C=C1)C1COC1)C(C)C